NCCCN[SiH](OC)CCC N-(3-aminopropyl)-amino-propyl-methoxysilane